N-[4-(1,3-benzothiazol-2-yl)phenyl]acetamide S1C(=NC2=C1C=CC=C2)C2=CC=C(C=C2)NC(C)=O